Cl.COC1=NC=C(C=C1N1C(N(CC1)C)=O)NC 1-(2-methoxy-5-(methylamino)pyridin-3-yl)-3-methylimidazolidin-2-one hydrochloride